(+-)-(5R,6R)-5,6-dichloro-norbornene Cl[C@@H]1C2C=CC([C@H]1Cl)C2